1β-Methylseleno-N-acetyl-D-galactosamine CC(=O)N[C@@H]1[C@H]([C@H]([C@H](O[C@H]1[Se]C)CO)O)O